BrC=1C=CC(=C(C1)N(C=O)C=1SC=CC1)Cl 5-bromo(2-thienyl)-N-(2-chlorophenyl)formamide